BrC=1C=C(C=C2C(N3C(=NC12)C=1C=CC(=NC1CC3)Cl)=O)F 12-bromo-3-chloro-10-fluoro-5,6-dihydro-1,6-naphthyridino[5,6-b]quinazolin-8-one